C(C)(C)(C)C1CC12NCC[C@H](C2)C2=CN1C(=NC(=CC1=O)OS(=O)(=O)C1=CC=C(C=C1)C)S2 tert-butyl-(7R)-7-[5-oxo-7-(p-tolylsulfonyloxy)thiazolo[3,2-a]pyrimidin-2-yl]-4-azaspiro[2.5]octane